hydrazine monohydrochloride Hydrochloride Cl.Cl.NN